1-[3-[(3R)-3-(tert-butoxycarbonylamino)-5-[(4-chlorophenyl)methyl]-8-fluoro-1,1,4-trioxo-2,3-dihydro-1λ6,5-benzothiazepin-7-yl]-1,2,4-oxadiazol-5-yl]-N,N-dimethyl-methanamine C(C)(C)(C)OC(=O)N[C@H]1CS(C2=C(N(C1=O)CC1=CC=C(C=C1)Cl)C=C(C(=C2)F)C2=NOC(=N2)CN(C)C)(=O)=O